FC=1C=C(C=C(C1C1=C(N=C2N1C=C(N=C2)C2=CC(=C(C=C2)F)C(F)(F)F)CC(F)(F)F)F)O 3,5-difluoro-4-(6-(4-fluoro-3-(trifluoromethyl)phenyl)-2-(2,2,2-trifluoroethyl)imidazo[1,2-a]pyrazin-3-yl)phenol